O=C1NC(CCC1N1C(N(C2=C1C=CC=C2C=O)C)=O)=O 1-(2,6-dioxopiperidin-3-yl)-3-methyl-2-oxo-1,3-benzodiazole-4-carbaldehyde